FC(COC1=C(C(=C(C=C1)[C@H]1CC(N1C1=CC2=C(NC=N2)C=C1)=O)F)F)(C)F (R)-4-(4-(2,2-difluoropropoxy)-2,3-difluorophenyl)-1-(1H-benzo[d]imidazol-5-yl)azetidin-2-one